4-(6-((2-acetamido-5-ethoxypyridin-4-yl)amino)-2-(1,1-difluoroethyl)pyrimidin-4-yl)-1H-pyrazole-1-carboxylic acid tert-butyl ester C(C)(C)(C)OC(=O)N1N=CC(=C1)C1=NC(=NC(=C1)NC1=CC(=NC=C1OCC)NC(C)=O)C(C)(F)F